2,5-di-tertbutyl-1,4-bis-(methoxyethoxy)benzene C(C)(C)(C)C1=C(C=C(C(=C1)OCCOC)C(C)(C)C)OCCOC